bis(2-dimethylaminoethyl)-6-(3-triethoxysilylpropyl)amino-1,3,5-triazine-2,4-diamine CN(CCNC1=NC(=NC(=N1)NCCC[Si](OCC)(OCC)OCC)NCCN(C)C)C